C(C)(C)(C)OC(=O)N1CC(=C(C=C1)N1N=CC(=C1)N)F (3S,4S)-4-(4-amino-1H-pyrazol-1-yl)-3-fluoropyridine-1-carboxylic acid tert-butyl ester